FC1=C(OC=2C=C3C=NN(C3=CC2C(=O)N[C@H](C(=O)O)CCN(C)C)CC(C)C)C=CC(=C1)F (S)-2-{[5-(2,4-difluorophenoxy)-1-isobutyl-1H-indazole-6-carbonyl]-amino}-4-dimethylaminobutyric acid